BrC1=CC=C(C=N1)C1=NC=C(C=N1)C(N)=N 2-(6-bromopyridin-3-yl)pyrimidine-5-carboximidamide